tetrahydro-2H-pyran-4-yl-boric acid O1CCC(CC1)OB(O)O